CN(C(/C=C/CC[C@H](C(=O)NC=1C(N(C=C(C1)C)CC1=NC2=C(C(=NC=C2F)CC(C)C)N1)=O)CN(C([O-])=O)C)=O)C (S,E)-7-(Dimethylamino)-1-((1-((7-fluoro-4-isobutyl-3H-imidazo[4,5-c]pyridin-2-yl)methyl)-5-methyl-2-oxo-1,2-dihydropyridin-3-yl)amino)-1,7-dioxohept-5-en-2-yl-dimethylcarbamat